C(C)(C)(C)OC(=O)N1CCC2(CC1)[C@@H](C=1C(=NC(=CC1)OC)C2)N[S@](=O)C(C)(C)C (5S)-5-[[(R)-tert-butylsulfinyl]amino]-2-methoxy-spiro[5,7-dihydro-cyclopenta[b]pyridine-6,4'-piperidine]-1'-carboxylic acid tert-butyl ester